OCCOCCC(CC)[N-]C (2-(2-hydroxyethoxy)ethyl)-N-methylpropylamide